7-chloro-4-((1-ethynylcyclopropyl)amino)-1-(pyridin-3-yl)quinazolin-2(1H)-one ClC1=CC=C2C(=NC(N(C2=C1)C=1C=NC=CC1)=O)NC1(CC1)C#C